6-fluoro-2-((S)-5-fluoro-3-oxindole-1-yl)-1H-benzo[d]imidazole-7-carboxamide FC=1C=CC2=C(NC(=N2)N2CC(C3=CC(=CC=C23)F)=O)C1C(=O)N